N-(6,7-dichloro-3-(1H-pyrazol-4-yl)-1H-indol-4-yl)-2-fluoroacetamide ClC1=CC(=C2C(=CNC2=C1Cl)C=1C=NNC1)NC(CF)=O